(R)-5-amino-N-methyl-N-(7-(trifluoromethyl)chroman-4-yl)-1-((2-(trimethylsilyl)ethoxy)methyl)-6,8-dihydro-1H-furo[3,4-d]pyrrolo[3,2-b]pyridine-2-carboxamide NC1=C2C(=C3C(=N1)C=C(N3COCC[Si](C)(C)C)C(=O)N([C@@H]3CCOC1=CC(=CC=C31)C(F)(F)F)C)COC2